NC1=C(C(=CC=C1)C)NC(C1=C(C=C(C(=C1)F)N1N=C(N(C1=O)C)C(C)O)OC(C)C1CCCCC1)=O N-(2-amino-6-methylphenyl)-2-(1-cyclohexylethoxy)-5-fluoro-4-[3-(1-hydroxyethyl)-4-methyl-5-oxo-4,5-dihydro-1H-1,2,4-triazol-1-yl]benzamide